C1(=CC=CC=2C(=CC=CC12)C(=O)Cl)C(=O)Cl naphthalene-1,5-dicarboxylic chloride